CC1(C2CC3CC(CC1C3)C2)C 2,2-dimethyladamantane